C(C(=C)C)(=O)O.ClC=1C(OC(C1Cl)O)=O 3,4-dichloro-5-hydroxy-5H-furan-2-one methacrylate